N-methylpiperazine 8-(2-hydroxybenzoamido)octanoate methyl-(1R,3S)-1-(3-bromo-4-chlorobenzyl)-3-(methylsulfonamido)cyclopentane-1-carboxylate COC(=O)[C@@]1(C[C@H](CC1)NS(=O)(=O)C)CC1=CC(=C(C=C1)Cl)Br.OC1=C(C(=O)NCCCCCCCC(=O)O)C=CC=C1.CN1CCNCC1